2-(2-Amino-9-((2R,3S,4S,5R)-4-fluoro-3-hydroxy-5-(hydroxymethyl)tetrahydrofuran-2-yl)-6,8-dioxo-1,6,8,9-tetrahydro-7H-purin-7-yl)acetic acid NC=1NC(C=2N(C(N(C2N1)[C@@H]1O[C@@H]([C@H]([C@H]1O)F)CO)=O)CC(=O)O)=O